2-methyl-7-(6-(methyl(2,2,6,6-tetramethylpiperidin-4-yl)amino)pyridazin-3-yl)quinoxalin-6-ol CC1=NC2=CC(=C(C=C2N=C1)O)C=1N=NC(=CC1)N(C1CC(NC(C1)(C)C)(C)C)C